C1(CC1)C(=O)NC1=CC(=C(N=N1)C(=O)N)NC1=C(C(=CC=C1)C=1C=NN(C1)[C@H]1[C@@H](CCC1)OC(F)(F)F)OC 6-(cyclopropanecarboxamido)-4-((2-methoxy-3-(1-((1R,2R)-2-(trifluoromethoxy)cyclopentyl)-1H-pyrazol-4-yl)phenyl)amino)pyridazine-3-carboxamide